COC(C(=O)O)C=1C=NC=CC1 2-methoxy-2-(pyridin-3-yl)acetic acid